N-(4-((3-((4-(4-Methylpiperazin-1-yl)phenyl)carbamoyl)-2-oxo-1,2-dihydropyridin-4-yl)amino)cyclohexyl)nicotinamide CN1CCN(CC1)C1=CC=C(C=C1)NC(=O)C=1C(NC=CC1NC1CCC(CC1)NC(C1=CN=CC=C1)=O)=O